tert-butyl 5-(2-(1-(3-bromo-5-chlorophenyl)-1H-pyrazol-4-yl)propanamido)-3-cyclopropyl-1H-pyrazole-1-carboxylate BrC=1C=C(C=C(C1)Cl)N1N=CC(=C1)C(C(=O)NC1=CC(=NN1C(=O)OC(C)(C)C)C1CC1)C